6,7-dihydro-s-indacen C=1C=CC2=CC3=CCCC3=CC12